ClCCC(=O)NC=1C=C2C=CC=NC2=CC1 3-chloro-N-(quinolin-6-yl)propanamide